Lithium chlorat Cl(=O)(=O)[O-].[Li+]